7-bromo-9-phenyl-4-fluoroacridine BrC1=CC=C2N=C3C(=CC=CC3=C(C2=C1)C1=CC=CC=C1)F